1-(7-cyclopentylpyrazolo[1,5-a]pyrimidin-6-yl)-3-[6-[1-[7-[4-[2-(2,6-dioxo-3-piperidyl)-1-oxo-isoindolin-5-yl]piperazin-1-yl]-7-oxo-heptyl]triazol-4-yl]-5-methyl-3-pyridyl]urea C1(CCCC1)C1=C(C=NC=2N1N=CC2)NC(=O)NC=2C=NC(=C(C2)C)C=2N=NN(C2)CCCCCCC(=O)N2CCN(CC2)C=2C=C1CN(C(C1=CC2)=O)C2C(NC(CC2)=O)=O